FC1(C[C@H]2[C@H]3CN([C@@H]([C@H]3[C@@H]1C2)C(=O)OC)C(=O)OC(C)(C)C)F 4-tert-butyl 3-methyl (1S,2R,3S,6R,7S)-9,9-difluoro-4-azatricyclo[5.2.1.0^{2,6}]decane-3,4-dicarboxylate